CC1N(CCC2=CC=CC=C12)C(=O)O.C(C=C)(=O)NC=1C=C(C=CC1)C=1C=C(C=C2C=NC=NC12)C1=C(C=C(C(=O)NC2=NC=CC(=C2)C#N)C=C1)Cl 4-(8-(3-acrylamidophenyl)quinazolin-6-yl)-3-chloro-N-(4-cyanopyridin-2-yl)benzamide 1-methyl-3,4-dihydroisoquinoline-2(1H)-carboxylate